5-ethyl-1-phenyl-3(1H)pyridone C(C)C=1CC(CN(C1)C1=CC=CC=C1)=O